C(C1=CC=CC=C1)S(=O)(=O)CC[C@@H](C(=O)O)NC(=O)OC(C)(C)C (S)-4-(benzylsulfonyl)-2-((tert-butoxycarbonyl)amino)butanoic acid